FC(C=C)(C(C(C(F)(F)F)(F)F)(F)F)F 3,3,4,4,5,5,6,6,6-nonafluoro-1-hexene